benzyl (6R)-6-({7-(methanesulfonyl)-2-[1-(propan-2-yl)-1H-pyrazol-4-yl][1,2,4]triazolo[1,5-c]quinazolin-5-yl} amino)-5-oxo-1,4-diazepane-1-carboxylate CS(=O)(=O)C1=CC=CC=2C=3N(C(=NC12)N[C@H]1C(NCCN(C1)C(=O)OCC1=CC=CC=C1)=O)N=C(N3)C=3C=NN(C3)C(C)C